NC1=NC2=CC(=CC=C2C=C1)OC[C@H]1C[C@H]([C@@H]([C@@]1(O)C)O)N1C=CC2=C1N=CN=C2 (1R,2S,3R,5R)-5-(((2-aminoquinolin-7-yl)oxy)methyl)-1-methyl-3-(7H-pyrrolo[2,3-d]pyrimidin-7-yl)cyclopentane-1,2-diol